(R)-5-(1-(1H-pyrrolo[2,3-b]pyridin-4-yl)ethoxy)-3-(6-(4-methoxypiperidin-1-yl)pyridin-3-yl)-1H-indazole N1C=CC=2C1=NC=CC2[C@@H](C)OC=2C=C1C(=NNC1=CC2)C=2C=NC(=CC2)N2CCC(CC2)OC